N(=[N+]=[N-])\C(\C(=O)OCC)=C/C=1N=C(SC1)OC ethyl (Z)-2-azido-3-(2-methoxythiazol-4-yl)prop-2-enoate